D-(-)-alanine C[C@H](C(=O)O)N